N[C@@H](C)C(=O)OC(CCCCCCCCCCCCCCC)=O.[Na] sodium hexadecanoyl alaninate